C(C1=CC=CC=C1)OC1=NC(=CC=C1N1C(N(C2=C1C=CC(=C2)O)C)=O)OCC2=CC=CC=C2 1-(2,6-dibenzyloxy-3-pyridyl)-5-hydroxy-3-methyl-benzimidazol-2-one